3-(1H-indol-3-yl)-N,N-dimethyl-propionamide N1C=C(C2=CC=CC=C12)CCC(=O)N(C)C